(RS)-1-[4-(2-Methoxyethyl)phenoxy]-3-[(propan-2-yl)amino]propan-2-ol COCCC1=CC=C(OC[C@@H](CNC(C)C)O)C=C1 |r|